CC1([C@H]2CNC[C@@H]1CC2)NC(C)=O N-((1R,5S,8s)-8-methyl-3-azabicyclo[3.2.1]oct-8-yl)acetamide